(E)-1-[4-(2-Aminoethyl)phenyl]-3-(4-hydroxy-3-methoxyphenyl)prop-2-en-1-one NCCC1=CC=C(C=C1)C(\C=C\C1=CC(=C(C=C1)O)OC)=O